4-(1-{2,6-Dimethyl-2H-pyrazolo[3,4-b]pyridin-5-yl}-5-methyl-4-(propan-2-yl)-1H-pyrazol-3-yl)-2-[(trimethylsilyl)methyl]-2H-indazole CN1N=C2N=C(C(=CC2=C1)N1N=C(C(=C1C)C(C)C)C=1C2=CN(N=C2C=CC1)C[Si](C)(C)C)C